FC1=C(C=C(C=C1)F)C1=CC(=NC=C1)[C@H]1[C@@H](CC(CC1)=O)C 4-(2,5-difluorophenyl)-2-((trans)-2-methyl-4-oxocyclohexyl)pyridin